Copper-silver-palladium [Pd].[Ag].[Cu]